3-Bromo-1-(4-methoxybenzyl)-1H-pyrazolo[3,4-d]pyrimidin-4-ylamine BrC1=NN(C2=NC=NC(=C21)N)CC2=CC=C(C=C2)OC